ClC1=C(C=2N(C=C1)C(=CN2)S(=O)(=O)NC=2C(=NC(=C(C2)F)OCC(F)F)OC)F 7-chloro-N-[6-(2,2-difluoroethoxy)-5-fluoro-2-methoxy-3-pyridinyl]-8-fluoro-imidazo[1,2-a]pyridine-3-sulfonamide